3-(4-(1-(3-(4-(((R)-1-(3-(difluoromethyl)-2-fluorophenyl)ethyl)amino)-2-methyl-pyrido[3,4-d]pyrimidin-6-yl)benzyl)piperidin-4-yl)-3-fluoro-5-methylphenyl)piperidine FC(C=1C(=C(C=CC1)[C@@H](C)NC=1C2=C(N=C(N1)C)C=NC(=C2)C=2C=C(CN1CCC(CC1)C1=C(C=C(C=C1C)C1CNCCC1)F)C=CC2)F)F